N-benzyl-2,4-dimethyl-5-oxo-5,6-dihydrobenzo[c][2,7]naphthyridine-1-carboxamide C(C1=CC=CC=C1)NC(=O)C=1C=2C3=C(NC(C2C(=NC1C)C)=O)C=CC=C3